FC([C@H](C1=CC=CC=C1)NC(NC1=C(N=NN1C)C1=CC=C(C(=N1)C)NS(=O)(=O)C)=O)F (S)-N-(6-(5-(3-(2,2-difluoro-1-phenylethyl)ureido)-1-methyl-1H-1,2,3-triazol-4-yl)-2-methylpyridin-3-yl)methanesulfonamide